methyl 2-methyl-5-((2-(trifluoromethyl)pyridin-3-yl)methoxy)benzofuran-3-carboxylate CC=1OC2=C(C1C(=O)OC)C=C(C=C2)OCC=2C(=NC=CC2)C(F)(F)F